tert-butyl 2,4-dioxo-1,3,8-triazaspiro[4.6]undecane-8-carboxylate O=C1NC2(C(N1)=O)CCN(CCC2)C(=O)OC(C)(C)C